[(1R,2S)-2-phenylcyclopropyl]-3-[(6-phenylpyridazin-3-yl)amino]benzamide C1(=CC=CC=C1)[C@@H]1[C@@H](C1)C1=C(C(=O)N)C=CC=C1NC=1N=NC(=CC1)C1=CC=CC=C1